ClC1=CC=C(C=C1)C1=CC=C(C=C1)[C@@H]1CCCN2C1=NS(CC2)(=O)=O (9S)-9-(4'-chlorobiphenyl-4-yl)-3,4,6,7,8,9-hexahydropyrido[2,1-c][1,2,4]thiadiazine 2,2-dioxide